ClC=1C=C(C=CC1)[N+]1=CC=CC=C1 N-(m-chlorophenyl)pyridinium